(S)-2-(4-((7-chloro-1-methyl-1H-indazol-4-yl)oxy)phenyl)-6-((2-oxopyrrolidin-3-yl)amino)pyrimidine-4-carboxamide ClC=1C=CC(=C2C=NN(C12)C)OC1=CC=C(C=C1)C1=NC(=CC(=N1)C(=O)N)N[C@@H]1C(NCC1)=O